C(C)(C)(C)C1=C(C(=CC(=C1)CO)C(C)(C)C)C=1C(=C(C(=CC1CO)C(C)(C)C)O)C(C)(C)C 2,6-Di-tert-butyl-4-(hydroxymethyl)phenyl-(2,6-Di-tert-butyl-4-(hydroxymethyl)phenol)